4-{[diethyl(oxido)-λ6-sulfanylidene]amino}-2-[(3R)-3-methylmorpholin-4-yl]-8-(1H-pyrazol-5-yl)-1,7-naphthyridine C(C)S(=O)(CC)=NC1=CC(=NC2=C(N=CC=C12)C1=CC=NN1)N1[C@@H](COCC1)C